4-[1-(2,2-dimethylpropionyl)-5-(4-fluorophenyl)pyrrolo[2,3-f]indazol-7-yl]benzoic acid methyl ester COC(C1=CC=C(C=C1)C1=CN(C=2C=C3C=NN(C3=CC21)C(C(C)(C)C)=O)C2=CC=C(C=C2)F)=O